ClC(COCC1=C(C=C(C=C1)C)N1C(SCC1=O)=N)(F)F 3-(2-((2-chloro-2,2-difluoroethoxy)methyl)-5-methylphenyl)-2-iminothiazolidin-4-one